(E)-N-((R)-1-(3-(cyclopropylmethoxy)phenyl)ethyl)-5-(2,6-dioxopiperidin-3-yl)pent-3-ene-1-sulfonamide C1(CC1)COC=1C=C(C=CC1)[C@@H](C)NS(=O)(=O)CC\C=C\CC1C(NC(CC1)=O)=O